carboxy-coa C(=O)(O)SCCNC(CCNC([C@@H](C(COP(OP(OC[C@@H]1[C@H]([C@H]([C@@H](O1)N1C=NC=2C(N)=NC=NC12)O)OP(=O)(O)O)(=O)O)(=O)O)(C)C)O)=O)=O